4-{5-[1-(cyclopropylmethyl)-1H-pyrazol-4-yl]-2-{2,8-diazaspiro[4.5]decan-8-yl}pyrimidin-4-yl}benzonitrile C1(CC1)CN1N=CC(=C1)C=1C(=NC(=NC1)N1CCC2(CCNC2)CC1)C1=CC=C(C#N)C=C1